6-[2-(4-Fluorophenyl)imidazo[4,5-b]pyridin-3-yl]-3H-1,3-benzoxazol FC1=CC=C(C=C1)C1=NC=2C(=NC=CC2)N1C1=CC2=C(NCO2)C=C1